2-(3,7-dimethylocta-2,6-dien-1-yl)-4-(2-methylpyridin-4-yl)-5-pentylbenzene-1,3-diol CC(=CCC1=C(C=C(C(=C1O)C1=CC(=NC=C1)C)CCCCC)O)CCC=C(C)C